2-hydroxy-2-methyl-1-(4-(4-nitrophenyl)piperidin-1-yl)propan-1-one OC(C(=O)N1CCC(CC1)C1=CC=C(C=C1)[N+](=O)[O-])(C)C